N1C=CC2=C(C=CC=C12)C=1N=C(C2=C(N1)C=C(S2)CN2CC(N(CC2)CC2CC2)=O)N2CCOCC2 4-((2-(1H-indol-4-yl)-4-morpholinylthieno[3,2-d]pyrimidin-6-yl)methyl)-1-(cyclopropylmethyl)piperazin-2-one